ethyl 3-[(4S)-4-[2-[5-[(6,7-difluoro-4-methylsulfonyl-1H-indol-5-yl)oxy]-2-fluoro-phenyl]-1H-imidazol-4-yl]-4-methyl-chroman-8-yl]propanoate FC1=C(C(=C2C=CNC2=C1F)S(=O)(=O)C)OC=1C=CC(=C(C1)C=1NC=C(N1)[C@]1(CCOC2=C(C=CC=C12)CCC(=O)OCC)C)F